2-{(3bR,4aR)-3-[(2R,6S)-2,6-Dimethylmorpholin-4-carbonyl]-3b,4,4a,5-tetrahydro-1H-cyclopropa[3,4]cyclopenta[1,2-c]pyrazol-1-yl}-1-[4-(2,3-dimethylphenyl)piperazin-1-yl]ethan-1-on C[C@@H]1CN(C[C@@H](O1)C)C(=O)C=1C2=C(N(N1)CC(=O)N1CCN(CC1)C1=C(C(=CC=C1)C)C)C[C@@H]1[C@H]2C1